ClCC(=O)O α-Chloroacetic acid